NC1=C(C(=C2C(=N1)OC1=CC(=CC=C1C2SC2=CC=C(C=C2)SC)C)N)C#N 2,4-diamino-8-methyl-5-((4-(methylthio)phenyl)thio)-5H-chromeno[2,3-b]pyridine-3-carbonitrile